BrC1=CC=C(C=2COCC12)C=O 7-bromo-1,3-dihydroisobenzofuran-4-carbaldehyde